N-(2-Methoxy-5-(3'-methyl-2'-oxo-2',3'-dihydrospiro[cyclopropane-1,1'-pyrrolo[2,3-c]quinolin]-8'-yl)pyridin-3-yl)-4-nitrobenzenesulfonamide COC1=NC=C(C=C1NS(=O)(=O)C1=CC=C(C=C1)[N+](=O)[O-])C1=CC=2C3=C(C=NC2C=C1)N(C(C31CC1)=O)C